(R)-4-((1-(3-(difluoromethyl)-2-fluorophenyl)ethyl)amino)-6-(1-methylcyclopropyl)-7-oxo-6,7-dihydropyrido[3,4-d]pyridazine-1-carbonitrile FC(C=1C(=C(C=CC1)[C@@H](C)NC1=NN=C(C=2C1=CN(C(C2)=O)C2(CC2)C)C#N)F)F